thio-bis-(6-tert-butyl-p-cresol) S(C1=CC(=CC(=C1O)C(C)(C)C)C)C1=CC(=CC(=C1O)C(C)(C)C)C